Barium calcium zirconium [Zr].[Ca].[Ba]